C(C1=CC=CC=C1)OC(=O)N1C=CC2=C(C=CC=C12)OC 4-methoxy-1H-indole-1-carboxylic acid benzyl ester